4-(2,3-epoxypropoxy)indole C(C1CO1)OC1=C2C=CNC2=CC=C1